(R)-(7-Chloro-6-methyl-1H-imidazo[4,5-b]pyridin-2-yl)(5-methyl-7,8-dihydro-1,6-naphthyridin-6(5H)-yl)methanone ClC1=C2C(=NC=C1C)N=C(N2)C(=O)N2[C@@H](C=1C=CC=NC1CC2)C